(7S)-7-[1-[2-[4-(2,7-diazaspiro[3.5]nonan-7-yl)pyrazol-1-yl]acetyl]-4-piperidyl]-2-(4-phenoxyphenyl)-4,5,6,7-tetrahydropyrazolo[1,5-a]pyrimidine-3-carboxamide C1NCC12CCN(CC2)C=2C=NN(C2)CC(=O)N2CCC(CC2)[C@@H]2CCNC=1N2N=C(C1C(=O)N)C1=CC=C(C=C1)OC1=CC=CC=C1